C(C)(=O)N1CCN(CC1)C=1N=C(C=2C(N1)=C(N(N2)C(C)C)C#N)N[C@H](C)C=2C=NC1=CC=CC=C1C2 5-(4-Acetyl-piperazin-1-yl)-2-isopropyl-7-((R)-1-chinolin-3-yl-ethylamino)-2H-pyrazolo[4,3-d]pyrimidin-3-carbonitril